(7S)-7-(1-(4-((2-(2,6-dioxopiperidin-3-yl)-1,3-dioxoisoindolin-4-yl)amino)butanoyl)piperidin-4-yl)-2-(4-phenoxyphenyl)-4,5,6,7-tetrahydropyrazolo[1,5-a]pyrimidine-3-carboxamide O=C1NC(CCC1N1C(C2=CC=CC(=C2C1=O)NCCCC(=O)N1CCC(CC1)[C@@H]1CCNC=2N1N=C(C2C(=O)N)C2=CC=C(C=C2)OC2=CC=CC=C2)=O)=O